C(C)S(=O)(=O)C=1C=C2C(=NC1C=1OC3=C(N1)C=C(C=C3)S(=O)(=O)C(F)(F)F)N(C(N2C)=O)C 6-ethylsulfonyl-1,3-dimethyl-5-[5-(trifluoromethylsulfonyl)-1,3-benzoxazol-2-yl]imidazo[4,5-b]pyridine-2-one